FC1=CC(=C(C(=C1)C(C)C)C(C(=O)O)C)C(C)C 2-[4-fluoro-2,6-bis(prop-2-yl)phenyl]propionic acid